5-(4-fluoro-2-methylphenyl)-6-methyl-4-oxo-1,4-dihydropyridine-3-carboxylic acid FC1=CC(=C(C=C1)C=1C(C(=CNC1C)C(=O)O)=O)C